2,6-dichloro-4-aminopyrimidine ClC1=NC(=CC(=N1)N)Cl